N1=CC(=CC=C1)C1=CC(=NC=N1)NC1=CC2=C(C(=CC(O2)=O)CN2CCOCC2)C=C1 7-{[6-(pyridin-3-yl)pyrimidin-4-yl]amino}-4-(morpholin-4-ylmethyl)-2H-benzopyran-2-one